5-(4-(3-(5-ethyl-6-methoxypyridin-2-yl)cyclobutyl)piperazin-1-yl)-N-methylpicolinamide C(C)C=1C=CC(=NC1OC)C1CC(C1)N1CCN(CC1)C=1C=CC(=NC1)C(=O)NC